(1-(4-Cyanothiophen-2-yl)-2-(methylamino)-2-oxoethyl)carbamic acid tert-butyl ester C(C)(C)(C)OC(NC(C(=O)NC)C=1SC=C(C1)C#N)=O